5-(5-((R)-1-(3,5-dichloropyridin-4-yl)ethoxy)-1H-indazol-3-yl)-2-(((R)-tetrahydrofuran-3-yl)amino)nicotinonitrile ClC=1C=NC=C(C1[C@@H](C)OC=1C=C2C(=NNC2=CC1)C=1C=NC(=C(C#N)C1)N[C@H]1COCC1)Cl